FC(C1=CC=C(CN2C3=C(C=C2)SC=C3C(=O)NC3(CC3)C3=CC=C(C(=O)O)C=C3)C=C1)(F)F 4-(1-{[4-(4-Trifluoromethyl-benzyl)-4H-thieno[3,2-b]pyrrole-3-carbonyl]-amino}-cyclopropyl)-benzoic acid